2-bromo-1-chloro-3,5-difluorobenzene BrC1=C(C=C(C=C1F)F)Cl